CC=1C=C(C=CC1S(=O)(=O)C)CNC(C)=O N-[(3-methyl-4-methylsulfonyl-phenyl)methyl]acetamid